2-[(4-bromophenyl)-methoxy-methylene]propanedinitrile BrC1=CC=C(C=C1)C(=C(C#N)C#N)OC